(±)-Tetrahydrofuran-3-yl (8-amino-7-fluoro-6-(8-methyl-2,3-dihydro-1H-pyrido[2,3-b][1,4]oxazin-7-yl)isoquinolin-3-yl)carbamate NC=1C(=C(C=C2C=C(N=CC12)NC(O[C@H]1COCC1)=O)C1=C(C2=C(OCCN2)N=C1)C)F |r|